4-(6-(4-(3H-imidazo[4,5-b]pyridin-7-yl)-1H-pyrazol-1-yl)pyridin-3-yl)-N-cyclopropyl-5,5,5-trifluoropentanamide N1=CNC2=NC=CC(=C21)C=2C=NN(C2)C2=CC=C(C=N2)C(CCC(=O)NC2CC2)C(F)(F)F